ClC1=C(C=CC=C1C1=C2CCC(C2=CC=C1)OC1=C(C(=C(C=C1Cl)C=O)O)F)C1N(CCC2=C1N=C(N2C)C(=O)N)C (2-chloro-3-(1-(6-chloro-2-fluoro-4-formyl-3-hydroxyphenoxy)-2,3-dihydro-1H-inden-4-yl)phenyl)-1,5-dimethyl-4,5,6,7-tetrahydro-1H-imidazo[4,5-c]pyridine-2-formamide